O1[C@H](COCC1)CNC1=C(C=C(C=C1)S(=O)(=O)N)[N+](=O)[O-] (S)-4-(((1,4-dioxane-2-Yl)methyl)amino)-3-nitrobenzenesulfonamide